C1(CC1)N(CCC(C(=O)O)NC(C1=CC(=CC(=C1)C(F)(F)F)F)=O)CCCCC1=NC=2NCCCC2C=C1 4-[cyclopropyl-[4-(5,6,7,8-tetrahydro-1,8-naphthyridin-2-yl)butyl]amino]-2-[[3-fluoro-5-(trifluoromethyl)benzoyl]amino]butanoic acid